ClC1=C(C=CC=C1)[C@@H](C(=O)NC1CC(C1)(F)F)N(C(=O)[C@H]1N(C(CC1)=O)C1=NC=CC=N1)C1=CC(=CC(=C1)F)F (S)-N-((S)-1-(2-Chlorophenyl)-2-((3,3-difluorocyclobutyl)amino)-2-oxoethyl)-N-(3,5-difluoro-phenyl)-5-oxo-1-(pyrimidin-2-yl)pyrrolidine-2-carboxamide